1-(5-(4-methylquinazolin-2-yl)pyridin-2-yl)piperidin-4-ol CC1=NC(=NC2=CC=CC=C12)C=1C=CC(=NC1)N1CCC(CC1)O